FC1=C(C(=CC=C1C=1N=CN(C1)CCC(C)C)O)C1=CC(NS1(=O)=O)=O 5-(2-fluoro-6-hydroxy-3-(1-isopentyl-1H-imidazol-4-yl)phenyl)isothiazol-3(2H)-one 1,1-dioxide